3-({[6-(5-chloro-2-fluorophenyl)-4-({1H-pyrrolo[2,3-b]pyridin-4-yl}amino)pyridazin-3-yl]sulfanyl}methyl)benzoic acid ClC=1C=CC(=C(C1)C1=CC(=C(N=N1)SCC=1C=C(C(=O)O)C=CC1)NC1=C2C(=NC=C1)NC=C2)F